COC1=C(C=CC=C1)C1=NOC(=C1C(=O)NC1=CC(=CC=C1)C(F)(F)F)C 3-(2-methoxyphenyl)-5-methyl-N-(3-(trifluoromethyl)phenyl)isoxazole-4-carboxamide